N-(4-aminophenyl)-2-(4-(4-benzoylbenzyl)piperazin-1-yl)oxazole-4-carboxamide NC1=CC=C(C=C1)NC(=O)C=1N=C(OC1)N1CCN(CC1)CC1=CC=C(C=C1)C(C1=CC=CC=C1)=O